N1=CN=C2NC=NC2=C1C=1C(=NC=CC1)NC=1C=C(C=CC1C)NC(=O)C1=CC2=C(OCO2)C=C1 N-(3-((3-(9H-purin-6-yl)pyridin-2-yl)amino)-4-methylphenyl)benzo[d][1,3]dioxole-5-carboxamide